NCC1=C(C=C(C#N)C=C1)F 4-(aminomethyl)-3-fluoro-benzonitrile